2-Hydroxy-6-ethoxy-6-oxohexan OC(C)CCCC(=O)OCC